C(C)(C)(C)N1C(C2(C3=NC(=CC=C31)C)CNCC2)=O tert-Butyl-5'-methyl-2'-oxo-1',2'-dihydrospiro[pyrrolidine-3,3'-pyrrolo[3,2-b]pyridine]